7-((2-((3aS,6aS)-hexahydro-pyrrolo[3,4-b]pyrrol-1(2H)-yl)pyrimidin-4-yl)amino)-4-(1-methyl-1H-pyrrolo[2,3-b]pyridin-4-yl)-2,3-dihydro-1H-pyrrolo[3,4-c]pyridin-1-one N1([C@H]2[C@@H](CC1)CNC2)C2=NC=CC(=N2)NC=2C1=C(C(=NC2)C2=C3C(=NC=C2)N(C=C3)C)CNC1=O